N1C(=NC=C1)NCN[C@@H](C)C(=O)O (1H-imidazol-2-yl)aminomethyl-alanine